2-[(1R)-5-{5-Chloro-2-[(oxan-4-yl)amino]pyrimidin-4-yl}-1-methoxy-3-oxo-2,3-dihydro-1H-isoindol-2-yl]-N-[(1S)-1-(3-fluoro-5-methoxyphenyl)-2-hydroxyethyl]acetamid ClC=1C(=NC(=NC1)NC1CCOCC1)C=1C=C2C(N([C@@H](C2=CC1)OC)CC(=O)N[C@H](CO)C1=CC(=CC(=C1)OC)F)=O